C(C=C)(=O)NC(C[Na])CCCCCCCCCCCCCC 2-acrylamidohexadecyl-sodium